5-bromo-3-methoxy-1-((2-(trimethylsilyl)ethoxy)methyl)-1H-indazole BrC=1C=C2C(=NN(C2=CC1)COCC[Si](C)(C)C)OC